ClC=1C=C2C(N(C(=NC2=CC1Cl)[C@H]1CN(CCC1)CC1COC1)CCOC)=O (R)-6,7-dichloro-3-(2-methoxyethyl)-2-(1-(oxetan-3-ylmethyl)piperidin-3-yl)quinazolin-4(3H)-one